(R)-2-((2-((1s,4S)-4-(benzyloxy)cyclohexyl)propan-2-yl)amino)-1-(3-fluorophenyl)ethan-1-ol C(C1=CC=CC=C1)OC1CCC(CC1)C(C)(C)NC[C@H](O)C1=CC(=CC=C1)F